C(CCCCCCCCCC(=O)OC1=CC=CC=C1)(=O)OC1=CC=CC=C1 diphenyl undecanedioate